1-(3-(4-(morpholinomethyl)-6-(pyrimidin-2-ylamino)pyridin-2-ylamino)piperidin-1-yl)prop-2-en-1-one tert-butyl-(4S)-4,5-diamino-5-oxo-pentanoate C(C)(C)(C)OC(CC[C@@H](C(=O)N)N)=O.O1CCN(CC1)CC1=CC(=NC(=C1)NC1=NC=CC=N1)NC1CN(CCC1)C(C=C)=O